tert-butyl (3S)-3-(2-((7-(3-chloro-2-cyclopropyl-5-(methoxymethoxy)phenyl)-8-fluoro-2-(methylthio)-4-oxo-4,4a-dihydropyrido[4,3-d]pyrimidin-5-yl)oxy)ethyl)piperazine-1-carboxylate ClC=1C(=C(C=C(C1)OCOC)C1=C(C2=NC(=NC(C2C(=N1)OCC[C@H]1CN(CCN1)C(=O)OC(C)(C)C)=O)SC)F)C1CC1